OC=1C=CC(=C2C=CC(NC12)=O)[C@H](CNCCCCCCNCCC1=CC=CC=C1)O 8-hydroxy-5-[(1R)-1-hydroxy-2-(6-phenethylamino-hexylamino)-ethyl]-1H-quinolin-2-one